C(C1=CC=CC=C1)NC(=O)N([C@@H]1CC[C@H](CC1)NC(OC(C)(C)C)=O)C1=NC=C(C=C1)C=1C=NC(=NC1)OC tert-butyl (trans-4-((benzylcarbamoyl)(5-(2-methoxypyrimidin-5-yl)pyridin-2-yl)amino)cyclohexyl)carbamate